1-(4'-((pyridin-3-ylmethoxy)methyl)-[1,1'-biphenyl]-4-yl)cyclopropanecarboxylic acid N1=CC(=CC=C1)COCC1=CC=C(C=C1)C1=CC=C(C=C1)C1(CC1)C(=O)O